tert-butyl ((5H-benzo[2,3][1,4]dioxepino[5,6-b]pyridin-5-yl)methyl)carbamate N1=C2C(=CC=C1)C(OC1=C(O2)C=CC=C1)CNC(OC(C)(C)C)=O